N-tert-butoxycarbonyl-4-(4-carboxyphenyl)piperidine C(C)(C)(C)OC(=O)N1CCC(CC1)C1=CC=C(C=C1)C(=O)O